ClC1=C(C=CC(=C1)S(F)(F)(F)(F)F)NC(CN1C=2N(C(C(=C1CC)N1CCNCC1)=O)N=C(N2)C2=CCC1(CC1)CC2)=O N-(2-chloro-4-(pentafluoro-λ6-sulfaneyl)phenyl)-2-(5-ethyl-7-oxo-6-(piperazin-1-yl)-2-(spiro[2.5]oct-5-en-6-yl)-[1,2,4]triazolo[1,5-a]pyrimidin-4(7H)-yl)acetamide